6-(2-m-tolylpyridin-3-yl)-1H-indazole C1(=CC(=CC=C1)C1=NC=CC=C1C1=CC=C2C=NNC2=C1)C